(S)-3-(1-aminopropyl)benzonitrile N[C@@H](CC)C=1C=C(C#N)C=CC1